[Ca].[Ag].[Cu] copper-silver-calcium